C1(CCC1)OC1=C(C=CC(=C1F)F)[C@H]1[C@@H](O[C@@]([C@@H]1C)(C(F)(F)F)C)C(=O)NC1=CC(=NC=C1)C(=O)N 4-[[(2R,3S,4R,5S)-3-[2-(Cyclobutoxy)-3,4-difluorophenyl]-4,5-dimethyl-5-(trifluoromethyl)tetrahydrofuran-2-carbonyl]amino]pyridin-2-carboxamid